xylenesulfonic acid pyridine salt N1=CC=CC=C1.C1(C(C=CC=C1)C)(C)S(=O)(=O)O